C(C)NC=1C(=C(C=CC1)CC(=O)OCC)OCOC Ethyl 2-(3-(ethylamino)-2-(methoxymethoxy)phenyl)acetate